((1R,4R)-4-(cyclopropylmethoxy)cyclohexyl)isoindoline-1,3-dione C1(CC1)COC1CCC(CC1)N1C(C2=CC=CC=C2C1=O)=O